ClC=1C=NC(=NC1)C1(CC2(CN(C2)C=2N=C(C3=C(N2)CC[S@]3=O)NC3(CCC3)C(O)([2H])[2H])C1)[2H] (R)-2-[6-(5-chloropyrimidin-2-yl)-6-deutero-2-azaspiro[3.3]hept-2-yl]-4-(((dideuterohydroxymethyl)cyclobutyl)amino)-6,7-dihydrothieno[3,2-d]pyrimidine-5-oxide